O.[Zr] zirconium compound with water